C(C(=C)C)(=O)OC1(CCCCC1)O cyclohexanediol monomethacrylate